CN(C)CCN(CC1=CC=CS1)C2=CC=CC=N2.Cl The molecule is a hydrochloride that is the monohydrochloride salt of methapyrilene. It has a role as a H1-receptor antagonist, an anti-allergic agent, a sedative and a carcinogenic agent. It derives from a methapyrilene.